(2r,4r)-N1-(5-chloropyridin-2-yl)-N2-(5-((+)-3-cyclopropyl-1-(ethylamino)-1-(2-methylpyridin-4-yl)propyl)-2-fluorophenyl)-4-methoxypyrrolidine-1,2-dicarboxamide ClC=1C=CC(=NC1)NC(=O)N1[C@H](C[C@H](C1)OC)C(=O)NC1=C(C=CC(=C1)C(CCC1CC1)(C1=CC(=NC=C1)C)NCC)F